ClC1=CC=C(C=C1)C=1N=C2N(C=CC=N2)C1CN1CC2CCC(C1)N2C(=O)N(C(C)C)C(C)C 3-{[2-(4-Chlorophenyl)imidazo[1,2-a]pyrimidin-3-yl]methyl}-N,N-diisopropyl-3,8-diaza-bicyclo[3.2.1]octan-8-carboxamid